1-(2,4-Difluoro-phenyl)-1H-[1,2,3]triazole-4-carboxylic acid [(3R*,4R*)-3-(azetidine-1-carbonyl)-1-cyclohexyl-piperidin-4-yl]-amide N1(CCC1)C(=O)[C@@H]1CN(CC[C@H]1NC(=O)C=1N=NN(C1)C1=C(C=C(C=C1)F)F)C1CCCCC1 |o1:6,11|